propenyl-dipropylammonium hydroxide [OH-].C(=CC)[NH+](CCC)CCC